1-((4-((3-methoxybenzyl)(3-(pyrrolidin-1-yl)benzyl)amino)pyridin-2-yl)methyl)piperazine-2,5-dione COC=1C=C(CN(C2=CC(=NC=C2)CN2C(CNC(C2)=O)=O)CC2=CC(=CC=C2)N2CCCC2)C=CC1